4-(3-(difluoromethoxy)-4-nitrophenyl)pyridine palladium dichlorid [Pd](Cl)Cl.FC(OC=1C=C(C=CC1[N+](=O)[O-])C1=CC=NC=C1)F